OC[C@H](C1=CC=CC=C1)NC1=CC(=NC=C1C1=NC(=NO1)C12CCN(CC1)CC2)NC=2C=C1C(NC(C1=CC2)=O)(C)C (S)-5-((4-((2-hydroxy-1-phenylethyl)amino)-5-(3-(quinuclidin-4-yl)-1,2,4-oxadiazol-5-yl)pyridin-2-yl)amino)-3,3-dimethylisoindolin-1-one